N(=[N+]=[N-])CCOCCOCCOCCNS(=O)(=O)C1=CC(=CC=C1)[C@H]1CN(CC2=C(C=C(C=C12)Cl)Cl)C |o1:24| (R or S)-N-(2-(2-(2-(2-azidoethoxy)ethoxy)ethoxy)ethyl)-3-(6,8-dichloro-2-methyl-1,2,3,4-tetrahydroisoquinolin-4-yl)benzenesulfonamide